3-bromo-8-tert-butyl-(4-(4-cyclopropylpiperazin-1-yl)piperidin-1-yl)-9-ethyl-6,6-dimethyl-5,6-dihydro-11H-benzo[b]carbazol-11-one BrC1=CC(=C2C=3C(C4=C(C(C3NC2=C1)(C)C)C=C(C(=C4)CC)C(C)(C)C)=O)N4CCC(CC4)N4CCN(CC4)C4CC4